Methacrylamide bisulphate salt S(O)(O)(=O)=O.C(C(=C)C)(=O)N